N-(2-(2-methoxyphenyl)-1-methyl-1H-pyrrolo[2,3-c]pyridin-5-yl)-2-(morpholinomethyl)cyclopropane-1-carboxamide COC1=C(C=CC=C1)C1=CC=2C(=CN=C(C2)NC(=O)C2C(C2)CN2CCOCC2)N1C